[C@@H]12CN(C[C@@H](O1)C2)C(COC2=CC(=C(C=C2)C=2N(C1=NC=NC(=C1N2)OC2(CC2)C)CC2=NC=CC(=C2)C)Cl)=O |o1:0,4| rel-1-((1R,5S)-6-oxa-3-azabicyclo[3.1.1]heptan-3-yl)-2-(3-chloro-4-(6-(1-methylcyclopropoxy)-9-((4-methylpyridin-2-yl)methyl)-9H-purin-8-yl)phenoxy)ethan-1-one